FC(CNC(OC(C)(C)C)=O)(COCC#C)F Tert-butyl (2,2-difluoro-3-(prop-2-yn-1-yloxy)propyl)carbamate